C1=CC(=C(C(=C1C#N)F)F)F trifluorobenzonitrile